[N+](=O)([O-])/C=C/C=1C=NN(C1)CCNC(OC(C)(C)C)=O (E)-tert-Butyl (2-(4-(2-nitrovinyl)-1H-pyrazol-1-yl)ethyl)carbamate